FC(CO[C@@H]1[C@H](COC1)OS(=O)(=O)C1=CC=C(C=C1)C)F.ClC1=C(C=CC=C1)C=1C=CC2=CN(N=C2C1)C1CN(CCC1)C(C=C)=O |r| 1-(3-(6-(2-chlorophenyl)-2H-indazol-2-yl)piperidin-1-yl)prop-2-en-1-one Racemic-(3S,4S)-4-(2,2-difluoroethoxy)tetrahydrofuran-3-yl-4-methylbenzenesulfonate